N1C=C(C2=CC=CC=C12)C(=O)[O-] 3-indoleAt